CC1(O[C@@](CC[C@@H]1O)(C=C)C)C cis-Tetrahydro-2,2,6-trimethyl-6-vinyl-2H-pyran-3-ol